1-((3S,10R,13S)-10,13-dimethyl-3-(pyrazine-4-carboxamido)-2,3,4,7,8,9,10,11,12,13,14,15-dodecahydro-1H-cyclopenta[a]phenanthren-17-yl)-1H-imidazole C[C@]12C3CC[C@@]4(C(=CCC4C3CC=C2C[C@H](CC1)NC(=O)N1CC=NC=C1)N1C=NC=C1)C